COC(C(CC=O)C=1OC=C(C1)C1=C2C=CNC2=CC=C1)=O (4-(1H-indol-4-yl)furan-2-yl)-4-oxobutanoic acid methyl ester